C1(CC1)C=1SC=C(N1)N1[C@H]([C@H](CC1)NS(=O)(=O)C)CO[C@@H]1CC[C@@H](CC1)C1=CC=CC=C1 N-((2R,3S)-1-(2-cyclopropylthiazol-4-yl)-2-((((CIS)-4-phenylcyclohexyl)oxy)methyl)pyrrolidin-3-yl)methanesulfonamide